ClC1=C(C(=CC=C1)OC)N1CCNCC1 1-(2-Chloro-6-methoxy-phenyl)piperazine